C(=O)O.ClC1=C(C(=O)N2CCC(CC2)C(=O)N[C@H]2CNC[C@@H]2O)C=CC(=C1)NC(=O)C=1N(C(=CN1)C1=C(C(=C(C=C1)OC(F)F)F)F)C 1-(2-chloro-4-(5-(4-(difluoromethoxy)-2,3-difluorophenyl)-1-methyl-1H-imidazole-2-carboxamido)benzoyl)-N-((3S,4S)-4-hydroxypyrrolidin-3-yl)piperidine-4-carboxamide formate